2-((2-(3-(tert-Butyl)phenyl)-1H-indol-5-yl)sulfonyl)acetic acid C(C)(C)(C)C=1C=C(C=CC1)C=1NC2=CC=C(C=C2C1)S(=O)(=O)CC(=O)O